C(C1=CN=CC=C1)(=O)OCCOC(CC1=C(C=CC=C1)NC1=C(C=CC=C1Cl)Cl)=O 2-(2-(2-((2,6-Dichlorophenyl)Amino)Phenyl)Acetoxy)Ethyl Nicotinate